C(C)OC(=O)C1=CNC2=CC=C(C=C2C1=O)NCC(C)NC(=O)OC(C)(C)C 6-((2-((tert-butoxycarbonyl)amino)propyl)amino)-4-oxo-1,4-dihydroquinoline-3-carboxylic acid ethyl ester